COC=1C=C2C(=NC=NC2=CC1OC)NC1=CC=C(C=C1)NC(=O)NC1=CC=C(C=C1)F 1-(4-((6,7-dimethoxyquinazolin-4-yl)amino)phenyl)-3-(4-fluorophenyl)urea